(R)-6-bromo-4-fluoro-1-isopropyl-2-(pyrrolidin-3-yl)-1H-benzo[d]imidazole HCl salt Cl.BrC=1C=C(C2=C(N(C(=N2)[C@H]2CNCC2)C(C)C)C1)F